C(CC)N(CCCCC(CCCCCCC(C(=O)[O-])CCCC(CCCC)CC)(CCCCCCC(C(=O)[O-])CCCC(CCCC)CC)O)CCC 7-(4-(dipropylamino)butyl)-7-hydroxytridecane-1,13-diylbis(6-ethyldecanoate)